FC=1C=C2C(=CNC(C2=CC1F)=O)[C@@H](C)N(C(=O)NC1=CC(=CC=C1)F)C (R)-1-(1-(6,7-difluoro-1-oxo-1,2-dihydroisoquinolin-4-yl)ethyl)-3-(3-fluorophenyl)-1-methylurea